BrCC1=NC(=NO1)C1=CC=CC=C1 5-(bromomethyl)-3-(phenyl)-1,2,4-oxadiazole